OC=1C(=NC=CC1)N1N=C2C(=C1)C(N(C2=O)C2CCOCC2)C2=CC=C(C=C2)OC(F)(F)F (3-hydroxypyridin-2-yl)-5-(tetrahydro-2H-pyran-4-yl)-4-(4-(trifluoromethoxy)phenyl)-4,5-dihydropyrrolo[3,4-c]pyrazol-6(2H)-one